N[C@@H](CNC1=NC(=C2C(=N1)N(N=C2)C)NCC2C(C2)(Cl)Cl)C2=CC=CC=C2 N6-[(2R)-2-amino-2-phenyl-ethyl]-N4-[(2,2-dichlorocyclopropyl)methyl]-1-methyl-pyrazolo[3,4-d]pyrimidine-4,6-diamine